3-(4-(8-((adamantan-1-yl)amino)octyl)-1-oxo-isoindolin-2-yl)piperidine-2,6-dione C12(CC3CC(CC(C1)C3)C2)NCCCCCCCCC2=C3CN(C(C3=CC=C2)=O)C2C(NC(CC2)=O)=O